N1N=CC(C=C1)=O PYRIDAZINE-4(1H)-ONE